N-methyl-4-(4-((3-(trifluoromethyl)benzyl)carbamoyl)phenyl)-1H-indole-2-carboxamide CNC(=O)C=1NC2=CC=CC(=C2C1)C1=CC=C(C=C1)C(NCC1=CC(=CC=C1)C(F)(F)F)=O